N1N=CC(=C1)C1=CC=C(C=C1)C1=CN=C2N1N=C(C=C2)N2CC(OC(C2)(C)C)(C)C 4-(3-(4-(1H-pyrazol-4-yl)phenyl)imidazo[1,2-b]pyridazin-6-yl)-2,2,6,6-tetramethylmorpholine